O1C(=CC=C1)CC1=CC=CC=C1 1-(furan-2-ylmethyl)benzene